C1=C(C=C(C(=C1Br)N)Br)[N+](=O)[O-] 2,6-dibromo-p-nitroaniline